[Mg+2].C(CCCCCCC)C(C(C(=O)[O-])S(=O)(=O)[O-])(C(=O)[O-])CCCCCCCC.C(CCCCCCC)C(C(C(=O)[O-])S(=O)(=O)[O-])(C(=O)[O-])CCCCCCCC.[Mg+2].[Mg+2] dioctyl-sulfosuccinic acid magnesium salt